thiazinium chloride salt [Cl-].S1[NH2+]C=CC=C1